C(CCCCC)(=O)OCC=C Allyl Hexanoate